FC(C=1C=C(C(=O)NC(C)C2=NC(=NN2C2=CC=C(C=N2)C#N)Cl)C=C(C1)C(F)(F)F)(F)F 3,5-di(trifluoromethyl)-N-{1-[3-chloro-1-(3-cyano-pyridin-6-yl)-1H-1,2,4-triazol-5-yl]ethyl}-benzamide